C1(CCCCC1)C1(CC1)OC(C=C(C(=O)O)C)=O 4-(1-cyclohexylcyclopropoxy)-2-methyl-4-oxobut-2-enoic acid